(2S,4R)-1-(2-(3-acetyl-5-(2-((3R,3aR,6R,6aR)-6-methoxyhexahydro-furo[3,2-b]furan-3-yloxy)pyrimidin-5-yl)-1H-indol-1-yl)acetyl)-N-(6-bromopyridin-2-yl)-4-fluoropyrrolidine-2-carboxamide C(C)(=O)C1=CN(C2=CC=C(C=C12)C=1C=NC(=NC1)O[C@H]1[C@@H]2[C@H](OC1)[C@@H](CO2)OC)CC(=O)N2[C@@H](C[C@H](C2)F)C(=O)NC2=NC(=CC=C2)Br